FC1=C(OC2=C3C(=NC=C2)NC=C3C3=CC(=C(C#N)C=C3)C)C(=CC(=C1)NC=1OCC(C(N1)C)CO)F (+/-)-4-[4-(2,6-difluoro-4-{[5-(hydroxymethyl)-4-methyl-5,6-dihydro-4H-1,3-oxazin-2-yl]amino}phenoxy)-1H-pyrrolo[2,3-b]pyridin-3-yl]-2-methylbenzonitrile